bromo(isopropyl)magnesium Br[Mg]C(C)C